C1(CC1)N1C(C=2C=CC(=NC2CC1)OC\C(\CNC(OC(C)(C)C)=O)=C/F)=O (Z)-tert-butyl (2-(((6-cyclopropyl-5-oxo-5,6,7,8-tetrahydro-1,6-naphthyridin-2-yl)oxy)methyl)-3-fluoroallyl)carbamate